N-[2-[[(2S)-2-amino-4-guanidino-butanoyl]amino]ethyl]-4-[[3-(2,3-difluoro-4-methoxy-phenyl)imidazo[1,2-a]pyrazin-8-yl]amino]-2-ethyl-benzamide formate C(=O)O.N[C@H](C(=O)NCCNC(C1=C(C=C(C=C1)NC=1C=2N(C=CN1)C(=CN2)C2=C(C(=C(C=C2)OC)F)F)CC)=O)CCNC(=N)N